[Be].[Sr].[Ba] barium strontium beryllium